S1C(=CC=C1)C=CC(=O)[O-] thiolacrylate